CC1=C(OC2=C(C=C(C=C2C1=O)C)[C@@H](C)NC1=C(C=CC=C1)C1=NN=CN1)C1=CC=CC=C1 3,6-Dimethyl-2-phenyl-8-[(1R)-1-[2-(4H-1,2,4-triazol-3-yl)anilino]ethyl]chromen-4-one